N-(((R)-3-((4-(tert-butoxy)benzyl)amino)pyrrolidin-1-yl)sulfonyl)-2-((S)-2,2,4-trimethylpyrrolidin-1-yl)nicotinamide C(C)(C)(C)OC1=CC=C(CN[C@H]2CN(CC2)S(=O)(=O)NC(C2=C(N=CC=C2)N2C(C[C@@H](C2)C)(C)C)=O)C=C1